5-chloro-N-((1r,4r)-4-((3-(6-methoxypyridin-3-yl)-7-methyl-2-oxo-2,3-dihydro-1H-benzo[d]imidazol-1-yl)methyl)cyclohexyl)-2-methylnicotinamide ClC=1C=NC(=C(C(=O)NC2CCC(CC2)CN2C(N(C3=C2C(=CC=C3)C)C=3C=NC(=CC3)OC)=O)C1)C